BrC=1C(=CC(=C(OCC2(CC2)CC(=O)O)C1)C=1OC2=C(C=CC=C2C(C1)=O)Cl)C 2-[1-[[5-bromo-2-(8-chloro-4-oxo-chromen-2-yl)-4-methyl-phenoxy]methyl]cyclopropyl]acetic acid